F[C@@H]1[C@H]2CC[C@@H](C[C@@H]1N(C)C1=NC=C(N=C1)C1=C(C=C(C=C1)C=1N=CN(C(C1)=O)C)OCOC)N2C(=O)OC(C)(C)C tert-butyl (1R,2S,3S,5S)-2-fluoro-3-([5-[2-(methoxymethoxy)-4-(1-methyl-6-oxopyrimidin-4-yl)phenyl]pyrazin-2-yl](methyl)amino)-8-azabicyclo[3.2.1]octane-8-carboxylate